N[C@@H](CC)C1(CN(C1)C(=O)C1=C(C=NC=C1)NC1=C(C=C(C=C1)I)F)O 3-[(1S)-1-aminopropyl]-1-({3-[(2-fluoro-4-iodophenyl)amino]pyridin-4-yl}carbonyl)azetidin-3-ol